rel-(2S,3R,4S)-3-(3,4-difluoro-2-methoxyphenyl)-N-(2-(1,2-dihydroxyethyl)pyridin-4-yl)-4,5,5-trimethyltetrahydrofuran-2-carboxamide FC=1C(=C(C=CC1F)[C@@H]1[C@H](OC([C@H]1C)(C)C)C(=O)NC1=CC(=NC=C1)C(CO)O)OC |o1:8,9,12|